ClC1=NC=CC(=C1)NC1(CCC2([C@H](CC3=CC=CC=C23)C[C@H](CO)C)CC1)C(=O)OC methyl (1r,2'S,4S)-4-[(2-chloropyridin-4-yl)amino]-2'-[(2R)-3-hydroxy-2-methylpropyl]-2',3'-dihydrospiro[cyclohexane-1,1'-indene]-4-carboxylate